[C].COC1=CC=C(C=C1)C(=O)C1CCNCC1 (4-methoxyphenyl)(piperidin-4-yl)methanone carbon